bis-exo-vinylene carbonate C(O)(O)=O.C#C.C#C